C(C)O[Si](CCCNCCC[Si](OCC)(OCC)OCC)(OCC)OCC Bis(3-triethoxysilylpropyl)-amine